5-(3-isopropyl-5-(1-isopropylpiperidin-4-yl)-1H-indol-2-yl)-1-methyl-3-(pyrimidin-5-yl)pyridin-2(1H)-one C(C)(C)C1=C(NC2=CC=C(C=C12)C1CCN(CC1)C(C)C)C=1C=C(C(N(C1)C)=O)C=1C=NC=NC1